tert-butyl 4-(4-(dibenzylamino)-1,1-difluorobutyl)piperidine-1-carboxylate C(C1=CC=CC=C1)N(CCCC(F)(F)C1CCN(CC1)C(=O)OC(C)(C)C)CC1=CC=CC=C1